C(C=C)N1N(C2=NC(=NC=C2C1=O)NC=1C=C(C=CC1)C)C1=NC(=CC=C1)OC1CCN(CC1)C 2-allyl-1-[6-(1-methyl-4-piperidyloxy)-2-pyridyl]-6-m-toluidino-1,2-dihydro-3H-1,2,5,7-tetraazainden-3-one